[Cu]=O.[Mn].[Fe] iron-manganese-copper oxide